3-(((5-fluoro-2,3-dihydrobenzofuran-4-yl)methyl)amino)-5-(pyridin-2-yl)pyrimido[4,5-c]quinoline-8-carboxamide FC=1C=CC2=C(CCO2)C1CNC=1N=CC2=C(C(=NC=3C=C(C=CC23)C(=O)N)C2=NC=CC=C2)N1